4-chloro-6-isopropylthieno[2,3-d]pyrimidine ClC=1C2=C(N=CN1)SC(=C2)C(C)C